2,2,2-trifluoroethyl 4-[5-[(3R)-3-amino-5-[(4-chlorophenyl)methyl]-1,1,4-trioxo-2,3-dihydro-1λ6,5-benzothiazepin-7-yl]-1,3,4-oxadiazol-2-yl]-4-methyl-piperidine-1-carboxylate N[C@H]1CS(C2=C(N(C1=O)CC1=CC=C(C=C1)Cl)C=C(C=C2)C2=NN=C(O2)C2(CCN(CC2)C(=O)OCC(F)(F)F)C)(=O)=O